N1(C=NC2=C1C=CC=C2)CC(=O)O 2-(1H-benzo[d]imidazol-1-yl)acetic acid